C(C)OC=1C=C(C(C(=O)O)O)C=CC1O 3-Ethoxy-4-hydroxymandelic acid